Cl.NC1CN(CC(C1)O)C(=O)C1=CC2=C(N(C(=N2)C=2N(C3=CC=CC=C3C2)CC)C)C=C1 (3-Amino-5-hydroxypiperidin-1-yl)(2-(1-ethyl-1H-indol-2-yl)-1-methyl-1H-benzo[d]imidazol-5-yl)methanon hydrochlorid